(S)-benzyl piperidine-3-ylcarbamate N1C[C@H](CCC1)NC(OCC1=CC=CC=C1)=O